ClC1=CC=C(CN2C[C@@](CC2)([C@H]2OCC2(F)F)CCC=2C=CC(=NC2)S(=O)(=O)C)C=C1 |o1:11| 5-(2-((R)-1-(4-chlorobenzyl)-3-((R or S)-3,3-difluorooxetan-2-yl)pyrrolidin-3-yl)ethyl)-2-(methylsulfonyl)pyridine